5-Carbamoyl-pyridin-3-yl 4-(4-chloro-3-isopropoxy-benzyl)piperazine-1-carboxylate ClC1=C(C=C(CN2CCN(CC2)C(=O)OC=2C=NC=C(C2)C(N)=O)C=C1)OC(C)C